FC1=CC=C(C=C1)[C@]1(C[C@@H]2[C@@H](N(OC2(C)C)C)[C@H](C1)C)C (3aR,5R,7S,7aS)-5-(4-fluorophenyl)-1,3,3,5,7-pentamethyl-octahydrobenzo[c]isoxazole